1-(2-(((2-aminopyridin-4-yl)amino)methyl)-6-cyclopropylimidazo[1,2-a]pyridin-8-yl)pyrrolidin-2-one NC1=NC=CC(=C1)NCC=1N=C2N(C=C(C=C2N2C(CCC2)=O)C2CC2)C1